FC=1C=C(C=CC1CC=O)NC(OC(C)(C)C)=O Tert-butyl (3-fluoro-4-(2-oxoethyl)phenyl)carbamate